1-naphthalenyl ether C1(=CC=CC2=CC=CC=C12)OC1=CC=CC2=CC=CC=C12